OC1=C(C(=O)N)C=CC(=C1)O 2,4-dihydroxybenzamide